3-methoxyphenyl sulfone COC=1C=C(C=CC1)S(=O)(=O)C1=CC(=CC=C1)OC